N-Cyclohexyl-4-[(1S)-1-{[8-(2,2-dimethylpropyl)-7-oxo-pyrido[2,3-d]pyrimidin-2-yl]amino}ethyl]benzamid C1(CCCCC1)NC(C1=CC=C(C=C1)[C@H](C)NC=1N=CC2=C(N1)N(C(C=C2)=O)CC(C)(C)C)=O